BrC1=C(N(C=C(C1=O)C(NC1=CC(=C(C=C1)OC1=CC=NC2=CC(=C(C=C12)OC)OC)F)=O)CC1CCOCC1)C(=O)OCC ethyl 3-bromo-5-((4-((6,7-dimethoxyquinolin-4-yl) oxy)-3-fluorophenyl) carbamoyl)-4-oxo-1-((tetrahydro-2H-pyran-4-yl) methyl)-1,4-dihydropyridine-2-carboxylate